N-(6-bromo-5-methylimidazo[1,2-a]pyridin-2-yl)-2,2,2-trifluoroacetamide BrC=1C=CC=2N(C1C)C=C(N2)NC(C(F)(F)F)=O